N1C[C@H](CCC1)NC1=NC=C(C(=N1)C=1C=C(NC1)C(=O)O)C(F)(F)F 4-(2-{[(3S)-piperidin-3-yl]amino}-5-(trifluoromethyl)pyrimidin-4-yl)-1H-pyrrole-2-carboxylic acid